(3R)-4-(7-((3-Azabicyclo[3.1.0]hexane-3-yl)methyl)-2-(1H-pyrrolo[2,3-b]pyridine-4-yl)thieno[3,2-d]pyrimidin-4-yl)-3-methylmorpholine C12CN(CC2C1)CC1=CSC2=C1N=C(N=C2N2[C@@H](COCC2)C)C2=C1C(=NC=C2)NC=C1